FC1=C(C(=C2C=CNC2=C1)S(=O)(=O)C)OC=1C=C(C=CC1)C=1NC(=CN1)C(C)(O)C1=CC=CC=C1 1-(2-(3-((6-Fluoro-4-(methylsulfonyl)-1H-indol-5-yl)oxy)phenyl)-1H-imidazol-5-yl)-1-phenylethan-1-ol